FC1([C@H]2CC(C[C@@H]12)NC=1N=CC(=NC1C=1N=CN(C1)C)S(=O)(=O)NC)F 5-(((1R,3s,5S)-6,6-difluorobicyclo[3.1.0]hexane-3-yl)amino)-N-methyl-6-(1-methyl-1H-imidazol-4-yl)pyrazine-2-sulfonamide